SC1=C(C(N)=S)C=CC=C1 2-mercaptobenzothiamide